1-(2-fluorobenzyl)-benzimidazole FC1=C(CN2C=NC3=C2C=CC=C3)C=CC=C1